1-[3-(azetidin-3-yl)-1-[4-(trifluoromethoxy)phenyl]pyrazolo[4,3-c]pyridin-4-yl]azetidin-3-ol N1CC(C1)C1=NN(C2=C1C(=NC=C2)N2CC(C2)O)C2=CC=C(C=C2)OC(F)(F)F